CC1=NC(=CC=C1)OC1=CC=CC=C1 2-methyl-6-phenoxy-pyridine